tert-butyl-N-[3-({[(3aR,4R,6S,6aS)-6-hydroxy-2,2-dimethyl-tetrahydro-3aH-cyclopenta[d][1,3]dioxol-4-yl]methyl}amino)propyl]-N-[2-(4-fluorophenyl)ethyl]carbamate C(C)(C)(C)OC(N(CCC1=CC=C(C=C1)F)CCCNC[C@H]1C[C@@H]([C@@H]2OC(O[C@@H]21)(C)C)O)=O